C(C)(C)(C)OC(=O)N1C[C@H](OCC1)CO (2S)-2-(hydroxymethyl)morpholine-4-carboxylic acid tert-butyl ester